C(C)(C)(C)OC(=O)N1CCC(CC1)C1=CC(=CC=C1)OC=1CN(C(C1)=O)C1C(NC(CC1)=O)=O 4-[3-[[1-(2,6-dioxo-3-piperidyl)-5-oxo-2H-pyrrol-3-yl]oxy]phenyl]piperidine-1-carboxylic acid tert-butyl ester